tetrabutylammonium hydrogencarbonate C(O)([O-])=O.C(CCC)[N+](CCCC)(CCCC)CCCC